2-[(2R)-4-(2-chloro-4-fluorobenzoyl)-2-ethylpiperazin-1-yl]-5-(6-methoxy-4-oxo-1,4-dihydropyrimidin-5-yl)-N-[2-(methylamino)ethyl]benzamide ClC1=C(C(=O)N2C[C@H](N(CC2)C2=C(C(=O)NCCNC)C=C(C=C2)C=2C(N=CNC2OC)=O)CC)C=CC(=C1)F